thieno[2,3-c]quinolin-4(5H)-one C1=CSC=2C(NC=3C=CC=CC3C21)=O